4-fluoro-5-(1H-pyrazol-1-yl)-2-(3-((2,2,6,6-tetramethylpiperidin-4-yl)oxy)-1,2,4-triazin-6-yl)phenol FC1=CC(=C(C=C1N1N=CC=C1)O)C1=CN=C(N=N1)OC1CC(NC(C1)(C)C)(C)C